NC=1C=C(C=CC1)C(O)C1=CC(=CC=C1)S(=O)(=O)C (3-aminophenyl)(3-(methylsulfonyl)phenyl)methanol